C(C)(C)(C)C=1C=C(C=C(C1O)C(C)(C)C)CCC(=O)OC[C@H](OC(CCC1=CC(=C(C(=C1)C(C)(C)C)O)C(C)(C)C)=O)[C@@H](OC(CCC1=CC(=C(C(=C1)C(C)(C)C)O)C(C)(C)C)=O)[C@H](OC(CCC1=CC(=C(C(=C1)C(C)(C)C)O)C(C)(C)C)=O)[C@H](OC(CCC1=CC(=C(C(=C1)C(C)(C)C)O)C(C)(C)C)=O)COC(CCC1=CC(=C(C(=C1)C(C)(C)C)O)C(C)(C)C)=O sorbitol hexa[3-(3,5-di-tert-butyl-4-hydroxyphenyl)-propionate]